The molecule is a carbohydrate acid derivative anion resulting from the deprotonation of the carboxy group of alpha-Neu5Ac-(2->3)-beta-D-Gal-(1->4)-beta-D-GlcNAc-(1->3)-beta-D-Gal-(1->4)-[alpha-L-Fuc-(1->3)]-beta-D-GlcNAc-(1->3)-beta-D-Gal-(1->4)-beta-D-GlcNAc. The major species at pH 7.3. It is a monocarboxylic acid anion and a carbohydrate acid derivative anion. It is a conjugate base of an alpha-Neup5Ac-(2->3)-beta-D-Galp-(1->4)-beta-D-GlcpNAc-(1->3)-beta-D-Galp-(1->4)-[alpha-L-Fucp-(1->3)]-beta-D-GlcpNAc-(1->3)-beta-D-Galp-(1->4)-beta-D-GlcpNAc. C[C@H]1[C@H]([C@H]([C@@H]([C@@H](O1)O[C@@H]2[C@H]([C@@H](O[C@@H]([C@H]2O[C@H]3[C@@H]([C@H]([C@H]([C@H](O3)CO)O)O[C@H]4[C@@H]([C@H]([C@@H]([C@H](O4)CO)O[C@H]5[C@@H]([C@H]([C@H]([C@H](O5)CO)O)O[C@@]6(C[C@@H]([C@H]([C@@H](O6)[C@@H]([C@@H](CO)O)O)NC(=O)C)O)C(=O)[O-])O)O)NC(=O)C)O)CO)O[C@H]7[C@H]([C@H](O[C@H]([C@@H]7O)O[C@@H]8[C@H](OC([C@@H]([C@H]8O)NC(=O)C)O)CO)CO)O)NC(=O)C)O)O)O